(R)-1-(1-(1-(4-(cyclopropylethynyl)-3-fluorophenyl)ethyl)-6-methyl-2-oxo-1,2-dihydropyridin-4-yloxy)-N,N-dimethylformamide C1(CC1)C#CC1=C(C=C(C=C1)[C@@H](C)N1C(C=C(C=C1C)OC(=O)N(C)C)=O)F